ClC1=C(C=CC=C1NC(=O)C1=NN2C([C@@H](CCC2)N2CCC(CC2)C(=O)O)=C1)C1=C(C(=CC=C1)NC1=NC=CC=2C1=NC=CN2)Cl (R)-1-(2-((2,2'-dichloro-3'-(pyrido[3,4-b]pyrazin-5-ylamino)-[1,1'-biphenyl]-3-yl)carbamoyl)-4,5,6,7-tetrahydropyrazolo[1,5-a]pyridin-4-yl)piperidine-4-carboxylic acid